pentaerythritol penta(methacrylate) C(C(=C)C)(=O)O.C(C(=C)C)(=O)O.C(C(=C)C)(=O)O.C(C(=C)C)(=O)O.C(C(=C)C)(=O)O.OCC(CO)(CO)CO